FC(OC1=CC=C(C=C1)CC1=NC=CC2=CC=CC=C12)(F)F 1-[[4-(trifluoromethoxy)phenyl]methyl]isoquinoline